OC(=O)C(F)(F)F.C(C)N ethylamine TFA salt